(triphenylphosphane) platinum (0) [Pt].C1(=CC=CC=C1)P(C1=CC=CC=C1)C1=CC=CC=C1